C(C=C)(=O)C(N(C)C)CS(=O)(=O)O Acryloyldimethyltaurine